1,2-dibutyl-4-(4,7-dihydroxy-1,3-benzodithiol-2-ylidene)-3,5-pyrazolidinedione C(CCC)N1N(C(C(C1=O)=C1SC2=C(S1)C(=CC=C2O)O)=O)CCCC